1-Ethyl-3-(4-(trifluoromethyl)cyclohexyl)-1,3,8-triazaspiro[4.6]undecane-2,4-dione hydrogen chloride Cl.C(C)N1C(N(C(C12CCNCCC2)=O)C2CCC(CC2)C(F)(F)F)=O